[Cl-].OC(C[N+](C)(C)C)COC1=CC=2C(C3=CC=CC=C3SC2C(=C1C)C)=O 2-hydroxy-3-(3,4-dimethyl-9-oxo-9H-thioxanthen-2-yloxy)-N,N,N-trimethyl-1-propaneaminium chloride